2-(4-bromophenyl)-5-hydroxy-N-(isoxazol-4-yl)-1-methyl-6-oxo-1,6-dihydropyrimidine-4-carboxamide BrC1=CC=C(C=C1)C=1N(C(C(=C(N1)C(=O)NC=1C=NOC1)O)=O)C